(R)-6-(3-amino-6-(1-((5,5-dimethylmorpholin-2-yl)methyl)-1H-pyrazol-4-yl)pyrazin-2-yl)-2-(3,5-dimethoxyphenyl)pyridazin-3(2H)-one NC=1C(=NC(=CN1)C=1C=NN(C1)C[C@H]1CNC(CO1)(C)C)C=1C=CC(N(N1)C1=CC(=CC(=C1)OC)OC)=O